4-(3,4-Dichlorophenoxy)fluorobenzaldehyde ClC=1C=C(OC2=CC(=C(C=O)C=C2)F)C=CC1Cl